C(C1=CC=CC=C1)(=O)OC(CC)C(C(CC)OC(C1=CC=CC=C1)=O)CCC 4-propyl-3,5-heptanediol dibenzoate